FC(OC=1C=CC2=C(NC(=N2)C=2C=C(C=CC2)NN2NC=C(C=C2)C2=NC=CC=C2)C1)F N-(3-(6-(difluoromethoxy)-1H-benzo[d]imidazol-2-yl)phenyl)-5-(pyridin-2-yl)pyridazin-2-amine